benzyl 3-formyl-6,7-dihydro-4H-pyrazolo[1,5-a]pyrazine-5-carboxylate C(=O)C=1C=NN2C1CN(CC2)C(=O)OCC2=CC=CC=C2